CN(CCN(C1=C(C=C(C(=C1)OC)NC1=NC=C(C(=N1)NC1=C(C=CC=C1)C1=NN(C=C1)C)C(F)(F)F)NC(C=C)=O)C)C N-(2-((2-(dimethylamino)ethyl)(methyl)amino)-4-methoxy-5-((4-((2-(1-methyl-1H-pyrazol-3-yl)phenyl)amino)-5-(trifluoromethyl)pyrimidin-2-yl)amino)phenyl)acrylamide